O1CC(C1)OC1=NC(=CC(=N1)N1CCOCC1)N1N=C(C=C1)C=1C=C(C=CC1)C 4-(2-(oxetan-3-yloxy)-6-(3-(m-tolyl)-1H-pyrazol-1-yl)pyrimidin-4-yl)morpholine